3-(2-{[4-(4-methylpiperazin-1-yl)phenyl]amino}-7-oxo-5-[2-(triisopropylsilyl)ethynyl]pyrido[2,3-d]pyrimidin-8-yl)pyrrolidin-2-one CN1CCN(CC1)C1=CC=C(C=C1)NC=1N=CC2=C(N1)N(C(C=C2C#C[Si](C(C)C)(C(C)C)C(C)C)=O)C2C(NCC2)=O